Cl.NCCC(C1=CSC=C1)NC1=NC(=CC=C1C(=O)N)N1C=NC2=C1C=C(C(=C2)OC)OC 2-[[3-amino-1-(3-thienyl)propyl]amino]-6-(5,6-dimethoxybenzimidazol-1-yl)pyridine-3-carboxamide hydrochloride